C(C)[S@](=O)C=1C=C(C(=NC1C1=NC=2C(=NC=C(C2)C(F)(F)F)N1C)C)OC(C#N)(C)C 2-[[5-[(S)-ethylsulfinyl]-2-methyl-6-[3-methyl-6-(trifluoromethyl)imidazo[4,5-b]pyridin-2-yl]-3-pyridyl]oxy]-2-methyl-propanenitrile